[C@H]12OC[C@H](N(C1)C1=NC(=NC3=CC(=CC=C13)C1=NNC=C1)N)C2 4-((1R,4R)-2-oxa-5-azabicyclo[2.2.1]heptan-5-yl)-7-(1H-pyrazol-3-yl)quinazolin-2-amine